C(C)(C)(C1=CC=CC=C1)C1=C(C=CC(=C1)C(C)(C)C)O 2-cumyl-4-tert-butylphenol